C(=O)(OC(C)(C)C)NC1=CC=C(C=C1)NC(\C(=C\C1=CC(=C(C=C1)O)O)\C#N)=O (E)-N-(N-Boc-4-aminophenyl)-α-cyano-3,4-dihydroxycinnamamide